(Z)-tetradecan-11-en-1-yl acetate C(C)(=O)OCCCCCCCCCC\C=C/CC